FC1C(C(C(C=C1)(F)[B-](C1(C(C(C(C=C1)F)(F)F)(F)F)F)(C1(C(C(C(C=C1)F)(F)F)(F)F)F)C1(C(C(C(C=C1)F)(F)F)(F)F)F)(F)F)(F)F tetrakis(hexafluorophenyl)borate